CC1=C(C=CC=2C(N(S(C21)(=O)=O)CC2=CC=C(C=C2)OC)=O)OC=2C=C(C#N)C=C(C2)F 3-((7-methyl-2-(4-methoxybenzyl)-1,1-dioxido-3-oxo-2,3-dihydrobenzo[d]isothiazol-6-yl)oxy)-5-fluorobenzonitrile